cumene hydroPeroxide [O-]O.C1(=CC=CC=C1)C(C)C